4-amino-7-chloro-N-((4S)-7-cyano-3,4-dihydro-1H-2-benzopyran-4-yl)-N-methyl-1,3-dihydrofuro[3,4-c][1,8]naphthyridine-8-carboxamide NC1=NC=2N=C(C(=CC2C2=C1COC2)C(=O)N(C)[C@@H]2COCC1=C2C=CC(=C1)C#N)Cl